Methyl 5-(3-cyclopropoxyphenyl)-1-[(2-nitrophenyl)methyl]-1H-pyrazole-3-carboxylate C1(CC1)OC=1C=C(C=CC1)C1=CC(=NN1CC1=C(C=CC=C1)[N+](=O)[O-])C(=O)OC